C[C@H]1CN(CC2=CC=C(C=C12)OC[C@H]1NCCNC1)C1=C2C(=NC=C1)N(N=C2)C (4R)-4-methyl-2-(1-methylpyrazolo[3,4-b]pyridin-4-yl)-6-[[(2S)-piperazin-2-yl]methoxy]-3,4-dihydro-1H-isoquinoline